COC=1C=CC2=C(N(C=N2)C)C1CNC(=O)NC1=CC=C(C=C1)C 1-((6-methoxy-1-methyl-1H-benzimidazol-7-yl)methyl)-3-(4-methylphenyl)urea